The molecule is a 1,2-diacyl-sn-glycerol where both acyl groups are specified as octadecanoyl. It is a 1,2-diacyl-sn-glycerol and a diacylglycerol 36:0. It derives from an octadecanoic acid. CCCCCCCCCCCCCCCCCC(=O)OC[C@H](CO)OC(=O)CCCCCCCCCCCCCCCCC